OCC1N(CCCCC1)C(=O)O 2-(hydroxymethyl)azepane-1-carboxylic acid